ClC1=CC=C(C=C1)C12CC(C1)(C2)C2=NN=C(S2)NC(C2=C(C=NC=C2)C2=C(C=CC=C2)OC)=O N-(5-(3-(4-chlorophenyl)bicyclo[1.1.1]pentan-1-yl)-1,3,4-thiadiazol-2-yl)-3-(2-methoxyphenyl)isonicotinamide